CSC(CC(=O)OC)C METHYL 3-(METHYLTHIO)BUTANOATE